NC=1C=C2C=CC(=CC2=CC1)C(C)N 1-(6-aminonaphthalen-2-yl)ethylamine